L-1-aminoethyl-3-methylimidazole nitrate [N+](=O)(O)[O-].NC(C)C1=NC=CN1C